(S)-2-amino-4-((2-(2-fluorophenoxy)benzyl)(2-((3-(trifluoromethyl)benzyl)oxy)benzyl)amino)butanoic acid N[C@H](C(=O)O)CCN(CC1=C(C=CC=C1)OCC1=CC(=CC=C1)C(F)(F)F)CC1=C(C=CC=C1)OC1=C(C=CC=C1)F